isononyl isononanoate (isononyl-isononanoate) C(CCCCCC(C)C)C(C(=O)O)CCCCC(C)C.C(CCCCCC(C)C)(=O)OCCCCCCC(C)C